ClC=1C=C(C=C(C1)C=1OC(=CN1)C(=O)OCC)[C@H]1N(CCOC1)C(=O)OC(C)(C)C tert-butyl (R)-3-(3-chloro-5-(5-(ethoxycarbonyl)oxazol-2-yl)phenyl)morpholine-4-carboxylate